S1C=NC2=C1C=C(C=C2)\C=C\2/N=C(NC2=O)N[C@H]2[C@@H](CC1=CC=CC=C21)O |r| (±)-(4Z)-4-(1,3-benzothiazol-6-ylmethylene)-2-[[trans-2-hydroxyindan-1-yl]amino]-1H-imidazol-5-one